(4-chloro-7H-pyrrolo[2,3-d]pyrimidin-6-yl)benzaldehyde ClC=1C2=C(N=CN1)NC(=C2)C2=C(C=O)C=CC=C2